CC=1C=C(\C=N\NC2=C3N=CN(C3=NC(=N2)N2CCOCC2)C=2C=NC=CC2)C=CC1 (E)-4-(6-(2-(3-methylbenzylidene)hydrazinyl)-9-(pyridin-3-yl)-9H-purin-2-yl)morpholine